N-((1-(6-FLUOROQUINAZOLIN-4-YL)PIPERIDIN-3-YL)METHYL)CYCLOPROPANESULFONAMIDE FC=1C=C2C(=NC=NC2=CC1)N1CC(CCC1)CNS(=O)(=O)C1CC1